ClC1=C(C=CC=2C(=C3N(C12)CC(NCC3)=O)C=3C=NNC3)Cl 7,8-dichloro-11-(1H-pyrazole-4-yl)-1,2,3,5-tetrahydro-[1,4]diazepino[1,7-a]indole-4-one